5-chloro-6-(4-(2,6-difluorophenyl)-5-methyl-1H-1,2,3-triazol-1-yl)pyridin-2-ol ClC=1C=CC(=NC1N1N=NC(=C1C)C1=C(C=CC=C1F)F)O